CC=1OC2=C(C1C(=O)N1C(C1)C(=O)OC)C=C(C=C2)OCC2=C(N=CS2)C methyl 1-(2-methyl-5-((4-methylthiazol-5-yl)methoxy)benzofuran-3-carbonyl)aziridine-2-carboxylate